2-((4-(6-(6-cyano-8-fluoro-3,4-dihydroisoquinolin-2(1H)-yl)pyridin-2-yl)piperidin-1-yl)methyl)-1-((1-ethyl-1H-imidazol-5-yl)methyl)-1H-benzo[d]imidazole-6-carboxylic acid C(#N)C=1C=C2CCN(CC2=C(C1)F)C1=CC=CC(=N1)C1CCN(CC1)CC1=NC2=C(N1CC1=CN=CN1CC)C=C(C=C2)C(=O)O